2-(7-(4,4-difluoropiperidin-1-yl)pyrazolo[1,5-a]pyridin-5-yl)-5-(4-nitro-2-(6-azaspiro[2.5]oct-6-yl)phenyl)-1,3,4-oxadiazole FC1(CCN(CC1)C1=CC(=CC=2N1N=CC2)C=2OC(=NN2)C2=C(C=C(C=C2)[N+](=O)[O-])N2CCC1(CC1)CC2)F